N-Phenyl-2-naphthylamin C1(=CC=CC=C1)NC1=CC2=CC=CC=C2C=C1